C(C)(C)(C)OC(=O)N1CC(C1)(F)COC1CCN(CC1)C(=O)C=1NC2=CC=C(C(=C2C1Cl)Cl)F tert-butyl-3-[({1-[(3,4-dichloro-5-fluoro-1H-indol-2-yl)carbonyl]piperidin-4-yl}oxy)methyl]-3-fluoroazetidine-1-carboxylate